allylphosphat C(C=C)OP(=O)([O-])[O-]